2-allyl-6-methylsulfanyl-1-(2-pyridyl)pyrazolo[3,4-d]pyrimidin-3-one C(C=C)N1N(C2=NC(=NC=C2C1=O)SC)C1=NC=CC=C1